((8S,9S,10R)-9-(3'-methyl-[1,1'-biphenyl]-4-yl)-6-(m-tolylsulfonyl)-1,6-diazabicyclo[6.2.0]decan-10-yl)methanol CC=1C=C(C=CC1)C1=CC=C(C=C1)[C@H]1[C@H]2CN(CCCCN2[C@H]1CO)S(=O)(=O)C=1C=C(C=CC1)C